C1(=CC=CC=C1)N1N=NC(=C1)C1=CC=C(C=C1)NS(O)(=O)=O.ClC1=C(C(=CC(=C1)NC(CC1=CC=C(C=C1)S(=O)(=O)C)=O)Cl)C1=CC=C(C=C1)C(C(F)(F)F)(C(F)(F)F)O N-(2,6-dichloro-4'-(1,1,1,3,3,3-hexafluoro-2-hydroxypropan-2-yl)-[1,1'-biphenyl]-4-yl)-2-(4-(methylsulfonyl)phenyl)acetamide 4-(1-PHENYL-1H-[1,2,3]TRIAZOL-4-YL)-PHENYLSULFAMAT